(Z)-6-hexadecenoic acid C(CCCC\C=C/CCCCCCCCC)(=O)O